1-(1-(4-(4-Fluorophenyl)pyridin-2-yl)piperidin-4-yl)-3-(pyridin-3-yl)thiourea FC1=CC=C(C=C1)C1=CC(=NC=C1)N1CCC(CC1)NC(=S)NC=1C=NC=CC1